7-(4-(trifluoromethyl)phenoxy)-3,4-dihydroisoquinoline-2(1H)-carboxylic acid tert-butyl ester C(C)(C)(C)OC(=O)N1CC2=CC(=CC=C2CC1)OC1=CC=C(C=C1)C(F)(F)F